OCCN(C=C)C=C (2-hydroxyethylimino)diethylene